2,5,6-Triethylpyrimidin-4(3H)-one C(C)C1=NC(=C(C(N1)=O)CC)CC